(2S,4R)-1-[(2R)-2-(4-cyclopropyltriazol-1-yl)-3,3-dimethyl-butanoyl]-4-hydroxy-N-[2-(methanesulfonamidomethyl)cyclopentyl]pyrrolidine-2-carboxamide C1(CC1)C=1N=NN(C1)[C@@H](C(=O)N1[C@@H](C[C@H](C1)O)C(=O)NC1C(CCC1)CNS(=O)(=O)C)C(C)(C)C